FC(C=1C=C(C=C(C1)C(F)(F)F)[B-](C1=CC(=CC(=C1)C(F)(F)F)C(F)(F)F)(C1=CC(=CC(=C1)C(F)(F)F)C(F)(F)F)C1=CC(=CC(=C1)C(F)(F)F)C(F)(F)F)(F)F.[Tl+] thallium tetrakis[3,5-bis(trifluoromethyl)phenyl]borate